C1=NC=CC2=CC=CC(=C12)C=1C=C2CC(C(C2=CC1)NC(O[C@@H]1CN2CCC1CC2)=O)(C)C (S)-quinuclidin-3-yl (5-(isoquinolin-8-yl)-2,2-dimethyl-2,3-dihydro-1H-inden-1-yl)carbamat